ClC=1C=CC(=C(CN(CCN(CC2=NC=CC=C2)CC2=C(C=CC(=C2)Cl)O)CC2=NC=CC=C2)C1)O N,N'-bis(5-chloro-2-hydroxybenzyl)-N,N'-bis(2-pyridylmethyl)ethylenediamine